N-(1-((4-(trifluoromethyl)phenyl)amino)-2,3-dihydro-1H-inden-5-yl)acrylamide FC(C1=CC=C(C=C1)NC1CCC2=CC(=CC=C12)NC(C=C)=O)(F)F